bis(cyclopentadienyl)bis[2,6-difluoro-3-(N-(oxeten-2-ylmethyl)-(4-tolyl)amino)phenyl]titanium C1(C=CC=C1)[Ti](C1=C(C(=CC=C1F)N(CC=1OCC1)C1=CC=C(C=C1)C)F)(C1=C(C(=CC=C1F)N(CC=1OCC1)C1=CC=C(C=C1)C)F)C1C=CC=C1